FCS(=O)(=O)NC1=CC(=C(C(=O)NC2=NC(=NC(=C2)C)N2C[C@H](OCC2)C)C=C1)N1CCC2(CC2)CC1 (R)-4-((Fluoromethyl)sulfonamido)-N-(6-methyl-2-(2-methylmorpholino)pyrimidin-4-yl)-2-(6-azaspiro[2.5]octan-6-yl)benzamide